benzyl (S)-2-hydroxy-6-(4-(methoxycarbonyl)phenyl)-7-azaspiro[3.5]nonane-7-carboxylate OC1CC2(C1)C[C@H](N(CC2)C(=O)OCC2=CC=CC=C2)C2=CC=C(C=C2)C(=O)OC